(5S,5'S)-5,5'-(((((3,3'-dichloro-[4,4'-bipyridine]-2,2'-diyl)bis(2-fluoro-6-methoxy-4,1-phenylene))bis(methylene))bis(azanediyl))bis(methylene))bis(pyrrolidin-2-one) ClC=1C(=NC=CC1C1=C(C(=NC=C1)C1=CC(=C(C(=C1)OC)CNC[C@@H]1CCC(N1)=O)F)Cl)C1=CC(=C(C(=C1)OC)CNC[C@@H]1CCC(N1)=O)F